ClC1=C(C=C(OC2=CC=C(C=N2)S(=O)(=O)N2[C@H]([C@@H]3CC[C@H](C2)N3C(=O)OCCOC)C(NO)=O)C=C1)F 2-methoxyethyl (1S,2R,5R)-3-((6-(4-chloro-3-fluoro-phenoxy)pyridin-3-yl)sulfonyl)-2-(hydroxycarbamoyl)-3,8-diaza-bicyclo[3.2.1]octane-8-carboxylate